4-(4-ethyl-3-(4-morpholinopiperidine-1-yl)phenyl)-4-methyl-3-oxopentanoic acid tert-butyl ester C(C)(C)(C)OC(CC(C(C)(C)C1=CC(=C(C=C1)CC)N1CCC(CC1)N1CCOCC1)=O)=O